5-hydroxy-2-(4-methoxyphenylethyl)-6-propylpyridine-3,4-dicarboxylic acid OC=1C(=C(C(=NC1CCC)CCC1=CC=C(C=C1)OC)C(=O)O)C(=O)O